BrC1=NN(C(=C1)C(N(C)OC)=O)CCNC(OC(C)(C)C)=O tert-butyl (2-(3-bromo-5-(methoxy(methyl)carbamoyl)-1H-pyrazol-1-yl)ethyl)carbamate